Bisphenoxyethane O(C1=CC=CC=C1)C(C)OC1=CC=CC=C1